4-([1,3]dioxolo[4',5':4,5]benzo[1,2-d]thiazol-6-yl)benzene-1,2-diol O1COC2=CC3=C(N=C(S3)C=3C=C(C(=CC3)O)O)C=C21